COC=1C=C(C=CC2=CC(O)=CC(O)=C2)C=C(C1O)OC 3',5'-dimethoxyresveratrol